CC1CCC(CC1)CCC(=O)OCC(COC(CCC1CCC(CC1)C)=O)(C)CO 2-(hydroxymethyl)-2-methylpropane-1,3-diyl bis(3-(4-methylcyclohexyl)-propanoate)